C12C(CC(C=C1)C2)C(=O)N2CCC(CC2)(COC(C2=CC=C(C=C2)OC)(C2=CC=C(C=C2)OC)C2=CC=C(C=C2)OC)CO N-(bicyclo[2.2.1]hept-5-en-2-carbonyl)-4-(hydroxymethyl)-4-((4,4',4''-trimethoxytrityl)oxy)methylpiperidine